(R)-1-(1-(cyclopropanecarbonyl)piperidin-4-yl)-3-(3-methylmorpholino)-5-(1H-pyrrolo[2,3-b]pyridin-4-yl)pyrazine C1(CC1)C(=O)N1CCC(CC1)N1CC(=NC(=C1)C1=C2C(=NC=C1)NC=C2)N2[C@@H](COCC2)C